C(=C)CCCCCCCCCCCCCC[SiH](C)C vinyltetradecyldimethylsilane